CC(=C)C1=C(C=CC=C1)CCCC alpha-methyl-ortho-butylstyrene